1-cyano-ethyl-2-cyanoimidazole C(#N)C(C)C=1N=C(NC1)C#N